CC1=C(C(=O)OCCCC(CO)(C)C)C(=CC=C1)C 5-hydroxy-4,4-dimethylpentyl 2,6-dimethylbenzoate